FC(C(=O)O)(F)F.ClC=1C=C2C(=NC1)NC=C2CC=2C=CC(=NC2)N 5-(5-chloro-1H-pyrrolo[2,3-b]pyridin-3-ylmethyl)-pyridin-2-ylamine trifluoroacetic acid salt